C(N)(=O)NC(CC(=O)O)CC1=C(C=C(C(=C1)F)F)F 3-carbamoylamino-4-(2,4,5-trifluorophenyl)butanoic acid